C12CN(CC(CC1)N2)C2=NC(=NC=1CC(CCC21)C2=CC=CC1=CC=CC(=C21)C#C)OCC2(CC2)CN(C)C Racemic-1-(1-(((4-(3,8-diazabicyclo[3.2.1]octan-3-yl)-7-(8-ethynylnaphthalen-1-yl)-5,6,7,8-tetrahydroquinazolin-2-yl)oxy)methyl)cyclopropyl)-N,N-dimethylmethanamine